CC(CC(C)(C)C)(C)OOC(C(=O)O)(CCCC)CC 1,1,3,3-tetramethylbutylperoxy-2-ethylhexanoic acid